phenyl-methyl-malonic acid dicyclohexyl ester C1(CCCCC1)OC(C(C(=O)OC1CCCCC1)(C)C1=CC=CC=C1)=O